ClC=1C(=CC2=C(N(C(N=C2N2[C@H](CN(CC2)C(=O)OC(C)(C)C)C)=O)C=2C(=NC=CC2C)C(C)C)N1)F tert-butyl (3S)-4-[7-chloro-6-fluoro-1-(2-isopropyl-4-methyl-3-pyridyl)-2-oxo-pyrido[2,3-d]pyrimidin-4-yl]-3-methyl-piperazine-1-carboxylate